[NH4+].[NH4+].P(=O)(O)(O)OCCNC(OC1=C(C(=CC(=C1)CCCCC)O)[C@H]1[C@@H](CCC(=C1)C)C(=C)C)=O (1'R,2'R)-6-hydroxy-5'-methyl-4-pentyl-2'-(prop-1-en-2-yl)-1',2',3',4'-tetrahydro-[1,1'-biphenyl]-2-yl (2-(phosphonooxy)ethyl)carbamate di-ammonium salt